6-fluoro-3-((3-fluorobenzyl)amino)-5-(1-(5,6,7,8-tetrahydronaphthalen-2-yl)ethyl)-4H-benzo[e][1,2,4]thiadiazine 1,1-dioxide FC=1C=CC2=C(NC(=NS2(=O)=O)NCC2=CC(=CC=C2)F)C1C(C)C1=CC=2CCCCC2C=C1